ClC1=CC(=C(COC2=CC=CC(=N2)C2CCN(CC2)CC(=O)NN)C=C1)F 2-(4-(6-((4-chloro-2-fluorobenzyl)oxy)pyridin-2-yl)piperidin-1-yl)acetohydrazide